CC1(NC([C@]2(C[C@H](N(C2)C(=O)OCCCC)C(=O)OCC)C1)=O)C 2-(r-butyl) 3-ethyl (3S,5R)-8,8-dimethyl-6-oxo-2,7-diazaspiro[4.4]nonane-2,3-dicarboxylate